imidazole-4-acetic acid N1C=NC(=C1)CC(=O)O